(sec-butyl)-2-chloro-5-((1-isopropyl-1H-pyrazol-4-yl)ethynyl)pyridin-4-amine C(C)(CC)C=1C(=NC=C(C1N)C#CC=1C=NN(C1)C(C)C)Cl